BrC=1C=C(C=CC1)[C@@H](C)NC(=O)[C@H]1CN(CC[C@@H]1NC(=O)C1=NOC(=C1)C1=C(C=C(C=C1)F)F)CC1CC1 (3S,4S)-1-cyclopropylmethyl-4-{[5-(2,4-difluoro-phenyl)-isoxazole-3-carbonyl]-amino}-piperidine-3-carboxylic acid [(R)-1-(3-bromo-phenyl)-ethyl]-amide